CC1=CC=C(CCOC2=CC3=C(C(=NO3)N3C(NC(CC3)=O)=O)C=C2)C=C1 1-(6-(4-methylphenethoxy)benzo[d]-isoxazol-3-yl)dihydropyrimidine-2,4(1H,3H)-dione